(2'R,3'S,5'S)-N-(4-carbamoyl-2-methoxyphenyl)-6-chloro-3'-(3-chloro-2-fluorophenyl)-5'-(2,2-dimethylpropyl)-2-oxospiro[1H-indole-3,4'-pyrrolidine]-2'-carboxamide C(N)(=O)C1=CC(=C(C=C1)NC(=O)[C@@H]1N[C@H](C2([C@H]1C1=C(C(=CC=C1)Cl)F)C(NC1=CC(=CC=C12)Cl)=O)CC(C)(C)C)OC